CSC1=CC=C(C=C1)CC(=O)O 2-(4-(Methylthio)phenyl)acetic acid